N-(6-(2-(1-ethyl-1H-pyrazol-4-yl)-2-methylpropanoyl)pyridin-3-yl)-2-(4-(ethylsulfonyl)phenyl)acetamide C(C)N1N=CC(=C1)C(C(=O)C1=CC=C(C=N1)NC(CC1=CC=C(C=C1)S(=O)(=O)CC)=O)(C)C